NC1=NC=C(C2=C1C(=C(N2C)C2=CC=C(C=C2)NC(=O)C(=C)F)C=2C=C(C(=NC2)C(=O)NCC(F)(F)F)F)C#CCOC2CCN(CC2)C 5-(4-amino-2-{4-[(2-fluoroacrylamino)]phenyl}-1-methyl-7-{3-[(1-methylpiperidin-4-yl)oxy]prop-1-ynyl}pyrrolo[3,2-c]pyridin-3-yl)-3-fluoro-N-(2,2,2-trifluoroethyl)pyridine-2-carboxamide